C(C)(C)(C)OC(=O)N1CCN(CC1)CCOC1=C(C=C(C=C1)N1C(N(C(C1(C)C)=O)C1=CC(=C(C=C1)C#N)C(F)(F)F)=S)CC 4-(2-(4-(3-(4-Cyano-3-(trifluoromethyl)phenyl)-5,5-dimethyl-4-oxo-2-thioxoimidazolidin-1-yl)-2-ethylphenoxy)ethyl)piperazine-1-carboxylic acid tert-butyl ester